C(C)OC(=O)C1=C(C=CC=C1)NC(=NC)C1=CC=CC=C1 N-(ethoxycarbonylphenyl)-N'-methyl-phenylformamidine